FC(C(C(F)(F)F)(C=1C=C(C(=CC1)O)C1=C(C(=O)N)C=CC=C1N)C=1C=C(C(=CC1)O)C1=C(C(=O)N)C=CC=C1N)(F)F (perfluoropropane-2,2-diyl)bis(6-hydroxy-3,1-phenylene)bis(3-aminobenzamide)